O1COCC(C1)C(=O)O [1,3]dioxan-5-carboxylic acid